triaminopentadecene NC(CCCCCCCCCCCCC=C)(N)N